CC1=C(OCC(=O)OC)C=CC(=C1)OC\C=C(\C1=CC=C(C=C1)C(F)(F)F)/C1=CC=C(C=C1)C#CC1=NC=CC=C1 methyl (E)-[2-methyl-4-[3-[4-(pyridin-2-ylethynyl)phenyl]-3-(4-trifluoromethylphenyl)allyloxy]phenoxy]acetate